C(CC1=CC=CC=C1)OC(=O)N[C@@H](CC(N)=O)C(=O)OCCCCCCC Heptyl (phenethoxycarbonyl)-L-asparaginate